CN1N=CC(=C1)N(S(=O)(=O)NC(OC(C)(C)C)=O)[C@@H]1CN(CC1)C tert-butyl N-[(1-methyl-1H-pyrazol-4-yl)[(3S)-1-methylpyrrolidin-3-yl]sulfamoyl]carbamate